CN(C)CC1=CC(=C(C=C1)S(=O)(=O)N)OC 4-((dimethylamino)methyl)-2-methoxybenzenesulfonamide